α-carbomethoxy-p-methoxycinnamic acid methyl ester COC(C(=CC1=CC=C(C=C1)OC)C(=O)OC)=O